FC(C1=NC(=NO1)C1=CC=C(C=C1)CN1C(COCC1)=O)(F)F 4-[[4-[5-(trifluoromethyl)-1,2,4-oxadiazol-3-yl]phenyl]methyl]morpholin-3-one